BrC=1C=C(C(=NC1)N1CC(C1)N(C)C)NS(=O)(=O)C N-(5-bromo-2-(3-(dimethylamino)azetidin-1-yl)pyridin-3-yl)methanesulfonamide